C(C)(C)(C)C(C(=O)N)(CCCC)C1CCCCC1 t-butylcyclohexylcaproic acid amide